(2r,4r)-4-((6-chloro-3-fluoropyridin-2-yl)methyl)-2-methylpiperidine-4-carboxylic acid tert-butyl ester C(C)(C)(C)OC(=O)[C@]1(C[C@H](NCC1)C)CC1=NC(=CC=C1F)Cl